2,2-difluoro-N-((3S,4S)-3-methylpiperidin-4-yl)-2-phenoxyacetamide TFA salt OC(=O)C(F)(F)F.FC(C(=O)N[C@@H]1[C@H](CNCC1)C)(OC1=CC=CC=C1)F